N[C@@H]1CN(CC1)C(=O)OC(C)(C)C Tert-butyl (S)-3-aminopyrrolidin-1-carboxylate